CC1=NN(C(C1)=O)C1=CC=CC=C1 3-METHYL-1-PHENYL-2-PYRAZOLINE-5-ON